6-Monoacetyl-codeine C(C)(=O)[C@]1([C@H]2[C@]34C=5C(=C(C=CC5C[C@H]([C@@H]3C=C1)N(C)CC4)OC)O2)O